1-chloro-7-methoxy-isoquinoline ClC1=NC=CC2=CC=C(C=C12)OC